4,4-dimethyl-N-(4-methyl-1,3-thiazol-2-yl)-4,5-dihydro-1H-pyrazolo[4,3-H]quinazoline-3-carboxamide CC1(CC=2C=NC=NC2C2=C1C(=NN2)C(=O)NC=2SC=C(N2)C)C